ICCCC(CCCCCC)I 1,4-diiododecane